CC1=CC(=C(N=C1)C2=N[C@](C(=O)N2)(C)C(C)C)C(=O)[O-] The molecule is a monocarboxylic acid anion resulting from the deprotonation of the carboxy group of (R)-imazapic. It is a conjugate base of a (R)-imazapic. It is an enantiomer of a (S)-imazapic(1-).